CC1=CC=CC(=N1)C=1N=C2N(C=CC=N2)C1C1=NC2=CC(=CN=C2C=C1)C=1C=NNC1 2-[2-(6-methyl-2-pyridyl)imidazo[1,2-a]pyrimidin-3-yl]-7-(1H-pyrazol-4-yl)-1,5-naphthyridine